(4-cyano-2-methoxyphenyl)-5-cyclobutyloxy-2,8-dimethyl-1,4-dihydro-1,6-naphthyridine-3-carboxamide C(#N)C1=CC(=C(C=C1)N1C(=C(CC2=C(N=CC(=C12)C)OC1CCC1)C(=O)N)C)OC